C(C=C)(=O)NC1=CC=C(C=C1)C1=C(C=2C(=NC=C(C2N1C)C#N)N)C1=CC(=C(C(=O)NCC(F)(F)F)C=C1)F 4-(2-(4-acrylamidophenyl)-4-amino-7-cyano-1-methyl-1H-pyrrolo[3,2-c]pyridin-3-yl)-2-fluoro-N-(2,2,2-trifluoroethyl)benzamide